COC(CCC(C)(C)NC(CN1C(C(C2=CC(=CC=C12)C(F)(F)F)(C)C)=O)=O)=O 4-(2-(3,3-dimethyl-2-oxo-5-(trifluoromethyl)indol-1-yl)acetamido)-4-methylpentanoic acid methyl ester